FC1=C(C(=CC=C1)F)OC(CO)=O (2,6-difluorophenyl)-2-hydroxyacetate